3-[2-(2-methylprop-2-enoyloxy)ethylcarbamoylamino]propanoic acid, sodium salt [Na+].CC(C(=O)OCCNC(=O)NCCC(=O)[O-])=C